NC1=CC=C(C=C1)N(C1=CC=C(C=C1)N(C1=CC=C(C=C1)C#N)C1=CC=C(C=C1)N)C1=CC=C(C=C1)C#N N,N'-Bis(4-aminophenyl)-N,N'-di(4-cyanophenyl)-1,4-phenylenediamine